ClC=1C=C(O[C@@H](C(=O)OCC)C)C=C(C1CC=1C=C(C(=CC1)OC)C1=CC(=C(C=C1)F)F)Cl ethyl (R)-2-(3,5-dichloro-4-((3',4'-difluoro-6-methoxy-[1,1'-biphenyl]-3-yl)methyl)phenoxy)propanoate